FC([C@@H]1N(CC1)C1=NC(=C(C(=N1)C=1C=NN(C1)CC(=O)N1CCNCC1)OC)C(F)F)F 2-(4-{2-[(R)-2-(difluoromethyl)-1-azetidinyl]-6-(difluoromethyl)-5-methoxy-4-pyrimidinyl}-1-pyrazolyl)-1-(1-piperazinyl)-1-ethanone